N6-(4-n-propoxy-phenylcarbamoyl)-adenosine C(CC)OC1=CC=C(C=C1)NC(=O)NC=1C=2N=CN([C@H]3[C@H](O)[C@H](O)[C@@H](CO)O3)C2N=CN1